(S)-2-(azetidin-1-ylmethyl)-N-((R)-2,2-difluoro-1-(2-methoxyphenyl)ethyl)-3-methylbutanamide N1(CCC1)C[C@@H](C(=O)N[C@@H](C(F)F)C1=C(C=CC=C1)OC)C(C)C